CNCCS(=O)(=O)O Methyl-Taurine